FC1(CNCC[C@@H]1CCNC(O[C@H]1[C@H](NC[C@@H]1O)CC1=CC=C(C=C1)C1=CN=CO1)=O)F (2R,3S,4S)-4-hydroxy-2-{[4-(1,3-oxazol-5-yl)phenyl]methyl}pyrrolidin-3-yl N-{2-[(4R)-3,3-difluoropiperidin-4-yl]ethyl}carbamate